FC1=CC=C(C=C1)NC(=O)C1(CCC1)C=1C=C2CCCN(C2=CC1)C(=O)C1(CC1)C N-(4-Fluorophenyl)-1-[1-(1-methylcyclopropan-1-carbonyl)-1,2,3,4-tetrahydrochinolin-6-yl]cyclobutan-1-carboxamid